α-(1-methylethyl)-α-[3-[methyl(2-phenylethyl)amino]propyl]benzeneacetonitrile CC(C)C(C#N)(C1=CC=CC=C1)CCCN(CCC1=CC=CC=C1)C